O=C1CCC(CC1)C(C(=O)O)C 2-(4-oxocyclohexyl)propanoic acid